(S)-ethyl 5-guanidino-2-(2-(2-methoxyethoxy)-N-(2-(2-methoxyethoxy)ethyl)acetamido)pentanoate N(C(=N)N)CCC[C@@H](C(=O)OCC)N(C(COCCOC)=O)CCOCCOC